2-[(2-chloro-5-quinolin-6-ylpyrrolo[2,3-d]pyrimidin-7-yl)methoxy]ethyl-trimethylsilane ClC=1N=CC2=C(N1)N(C=C2C=2C=C1C=CC=NC1=CC2)COCC[Si](C)(C)C